(2S,4R)-1-[(2S)-2-[4-[2-(ethylamino)-4-pyridyl]triazol-1-yl]-3,3-dimethyl-butanoyl]-4-hydroxy-N-methyl-pyrrolidine-2-carboxamide C(C)NC1=NC=CC(=C1)C=1N=NN(C1)[C@H](C(=O)N1[C@@H](C[C@H](C1)O)C(=O)NC)C(C)(C)C